C1(=CC(=CC=C1)CC(CO)N1C(C=CC=C1)=O)C1=CC=CC=C1 1-(1-{[1,1'-Biphenyl]-3-yl}-3-hydroxy-propan-2-yl)-1,2-dihydropyridin-2-one